CC1=C(C(NC(=C1)C)=O)CNC(=O)C1=C2C=NN(C2=CC(=C1)C=1C=CC(=NC1)N1CCN(CC1)CCNC(OC(C)(C)C)=O)C(C)C tert-butyl (2-(4-(5-(4-(((4,6-dimethyl-2-oxo-1,2-dihydropyridin-3-yl)methyl)carbamoyl)-1-isopropyl-1H-indazol-6-yl)pyridin-2-yl)piperazin-1-yl)ethyl)carbamate